NC(CC1=CC=CC2=C1C=CO2)C 4-(2-aminopropyl)-benzofuran